COC=1C=C(C=CC1)C=1C=C2C=CC(=NC2=CC1)N1CCC(CC1)C(=O)O 1-(6-(3-methoxyphenyl)quinolin-2-yl)piperidine-4-carboxylic acid